CN(C(NCCCCN(CCCCCCCS(=O)(=O)N(CCCCCC)CCCCCCCC)CCCCCCCS(=O)(=O)N(CCCCCCCC)CCCCCC)=S)C 7,7'-((4-(3,3-dimethylthioureido)butyl)azanediyl)-bis(N-hexyl-N-octylheptane-1-sulfonamide)